COC1=CC=C(CN2C(C3=NC(=CC=C3C2(C)C)[Sn](C)(C)C)=O)C=C1 6-(4-methoxybenzyl)-5,5-dimethyl-2-(trimethylstannyl)-5,6-dihydro-7H-pyrrolo[3,4-b]pyridin-7-one